C(=CC1=C(C=C(C=C1)NC1=NC(=NC(=N1)N(CC)CC)NC1=C(C=CC(=C1)S(=O)(=O)[O-])S(=O)(=O)[O-])S(=O)(=O)[O-])C1=C(C=C(C=C1)NC1=NC(=NC(=N1)N(CC)CC)NC1=C(C=CC(=C1)S(=O)(=O)[O-])S(=O)(=O)[O-])S(=O)(=O)[O-] 2,2'-[vinylenebis[(3-sulphonato-4,1-phenylene)imino[6-(diethylamino)-1,3,5-triazine-4,2-diyl]imino]]bis-(benzene-1,4-disulfonate)